3-oxo-1-oxa-8-azaspiro[4.5]decane-8-carboxylic acid tert-butyl ester C(C)(C)(C)OC(=O)N1CCC2(CC(CO2)=O)CC1